4,6-diaminoresorcinoldiamine NC1(C(C(=C(O)C(=C1)N)N)O)N